COC=1C=C(C=CC1OC)[C@@]12CCN([C@H]2C=C(CC1)OC(C(CCC)C)=O)C (3aS,7aS)-3a-(3,4-dimethoxyphenyl)-1-methyl-2,3,3a,4,5,7a-hexahydro-1H-indol-6-yl-2-methylpentanoate